Cl.FC1=C(C(=C(C=C1)F)N)N 3,6-difluorobenzene-1,2-diamine hydrochloride